COC=1C=C(C(=O)O)C=CC1NCC#CC=1N(C2=CC=CC(=C2C1)NC1CCN(CC1)C1CCOCC1)CC(F)(F)F 3-methoxy-4-{[3-(4-{[1-(oxan-4-yl)piperidin-4-yl]amino}-1-(2,2,2-trifluoroethyl)-1H-indol-2-yl)prop-2-yn-1-yl]amino}benzoic acid